(S)-N-((S)-1-(2,4-difluorophenyl)ethyl)-2-(5-hydroxy-2,4-dioxo-1,4-dihydroquinazolin-3(2H)-yl)propanamide FC1=C(C=CC(=C1)F)[C@H](C)NC([C@H](C)N1C(NC2=CC=CC(=C2C1=O)O)=O)=O